7,7-dimethyl-5-phenyl-2-(9-phenylcarbazol-3-yl)indeno[2,1-b]carbazole CC1(C2=CC=CC=C2C=2C1=CC=1N(C3=CC=C(C=C3C1C2)C=2C=CC=1N(C3=CC=CC=C3C1C2)C2=CC=CC=C2)C2=CC=CC=C2)C